COC=1C=2N(N=C(C1)OCC1=NC=3CCN(CC3C=C1)C1COC1)C(=NN2)C2=NOC(=C2)C 3-(8-methoxy-6-((6-(oxetan-3-yl)-5,6,7,8-tetrahydro-1,6-naphthyridin-2-yl)methoxy)-[1,2,4]triazolo[4,3-b]pyridazin-3-yl)-5-methylisoxazole